FC(OC1=CC=C(CC2=NOC(=N2)CC(C(=O)O)=C)C=C1)(F)F ((3-(4-(trifluoromethoxy)benzyl)-1,2,4-oxadiazol-5-yl)methyl)acrylic acid